NC1=NC=CC(=C1Cl)C(=C)C1=NNC2=NC(=CN=C21)N2CCC1(CC2)[C@@H](C2=CC=CC=C2C1)N (S)-1'-(3-(1-(2-amino-3-chloropyridin-4-yl)vinyl)-1H-pyrazolo[3,4-b]pyrazin-6-yl)-1,3-dihydro-spiro[inden-2,4'-piperidin]-1-amine